1-(2-((2-ethoxy-4-(4-methyl-4H-1,2,4-triazol-3-yl)phenyl)amino)-6-methylpyrido[3,4-d]pyrimidin-8-yl)-3-ethylazetidin-3-ol C(C)OC1=C(C=CC(=C1)C1=NN=CN1C)NC=1N=CC2=C(N1)C(=NC(=C2)C)N2CC(C2)(O)CC